C=C1CCN2CCC=C12 (R)-1-methylenetetrahydro-1H-pyrrolizin